Glutamic acid magnesium salt [Mg+2].N[C@@H](CCC(=O)[O-])C(=O)[O-]